C(C1=CC=CC=C1)SC1=CC=C(C=C1)NC[C@@H]([C@H](CC1=CC=CC=C1)NC(C1=CC=C(C=C1)F)=O)O N-((2S,3S)-4-(4-(benzylthio)phenylamino)-3-hydroxy-1-phenylbut-2-yl)-4-fluorobenzamide